CN(CC1=CC=C(C=C1)N1N=C(C=C1)[N+](=O)[O-])C N,N-dimethyl-1-[4-(3-nitropyrazol-1-yl)phenyl]methanamine